C(C)OC(=O)C1CN(CCC1)CCCO[Si](C)(C)C(C)(C)C 1-(3-((tert-Butyldimethylsilyl)oxy)propyl)piperidine-3-carboxylic acid ethyl ester